7-hydroxy-4H-[1,2,4]triazolo[1,5-a]quinazolin-5-one OC=1C=C2C(NC=3N(C2=CC1)N=CN3)=O